C(C)(C)(C)OC(=O)N[C@H](C(=O)OC)CC1=CC=C(C=C1)B1OC(C(O1)(C)C)(C)C methyl (2S)-2-(tert-butoxycarbonylamino)-3-[4-(4,4,5,5-tetramethyl-1,3,2-dioxaborolan-2-yl)phenyl]propanoate